O=C1NC(CCC1N1C(C2=CC=C(C=C2C=N1)N1CCN(CC1)CCOC=1C=NC(=NC1)C=1C=C(CN2N=C(C=CC2=O)C=2C=C(C#N)C=CC2)C=CC1)=O)=O 3-(1-(3-(5-(2-(4-(2-(2,6-dioxopiperidin-3-yl)-1-oxo-1,2-dihydrophthalazine-6-yl)piperazin-1-yl)ethoxy)pyrimidin-2-yl)benzyl)-6-oxo-1,6-dihydropyridazin-3-yl)benzonitrile